COC1=C(CN(S(=O)(=O)C2=C(C(=C(C=C2F)F)C=C)F)C2=NC(=CC=C2)F)C=CC(=C1)OC N-(2,4-dimethoxybenzyl)-2,4,6-trifluoro-N-(6-fluoropyridin-2-yl)-3-vinylbenzenesulfonamide